C(C)(=O)C1=C(C=C(C=C1)Cl)C1=CC(NN=C1OCC1CC1)=O 5-(2-acetyl-5-chlorophenyl)-6-(cyclopropylmethoxy)pyridazin-3(2H)-one